(4S)-7-chloro-6-(2,6-difluorophenyl)-N-(2-hydroxyethyl)-4-methyl-8-(trifluoromethyl)-4H-[1,2,4]triazolo[1,5-a][1,4]benzodiazepine-2-carboxamide ClC1=C(C=CC2=C1C(=N[C@H](C=1N2N=C(N1)C(=O)NCCO)C)C1=C(C=CC=C1F)F)C(F)(F)F